n-myristic acid CCCCCCCCCCCCCC(=O)O